1-(5,6-dimethyl-7,9-dihydro-8H-imidazo[1,2-a]pyrrolo[3,4-c]pyridin-8-yl)-2-(1-(2-(trifluoromethyl)pyridin-4-yl)azetidin-3-yl)ethan-1-one CC1=C(C2=C(C=3N1C=CN3)CN(C2)C(CC2CN(C2)C2=CC(=NC=C2)C(F)(F)F)=O)C